OC1=C(C(=CC(=C1)C(F)(F)F)C)C=1C=CC=2C(N1)=NN(C2)C[C@@H]2CC(N(C2)C)=O (R)-4-((6-(2-hydroxy-6-methyl-4-(trifluoromethyl)phenyl)-2H-pyrazolo[3,4-b]pyridin-2-yl)methyl)-1-methylpyrrolidin-2-one